(1R)-1-[2-[3-(difluoromethoxy)-5-methyl-pyrazol-1-yl]-6-[5-[(6-methylpyridazin-3-yl)amino]-6-(oxetan-3-yl-oxy)benzimidazol-1-yl]-3-pyridyl]ethanol FC(OC1=NN(C(=C1)C)C1=NC(=CC=C1[C@@H](C)O)N1C=NC2=C1C=C(C(=C2)NC=2N=NC(=CC2)C)OC2COC2)F